N-(p-toluenesulfonyl)-D-alanyl-ethanol CC1=CC=C(C=C1)S(=O)(=O)N[C@H](C)C(=O)C(C)O